C(#N)C=1C=CC2=C(N(C=N2)CC2=CC=C(C=C2)B(O)O)C1 (4-((6-cyano-1H-benzo[d]imidazol-1-yl)methyl)phenyl)boronic acid